N1C(=NC2=C1C=CC=C2)CCNCCC=2SC1=C(C(=NC(=C1)OC)NCC1=NC=CC=C1F)N2 2-(2-{[2-(1H-1,3-benzodiazol-2-yl)ethyl]amino}ethyl)-N-[(3-fluoropyridin-2-yl)methyl]-6-methoxy-[1,3]thiazolo[4,5-c]pyridin-4-amine